(2S)-1-[2-[4-[(8-ethoxy-5-quinolyl)amino]-1-piperidyl]acetyl]pyrrolidine C(C)OC=1C=CC(=C2C=CC=NC12)NC1CCN(CC1)CC(=O)N1CCCC1